N-[3-fluoro-4-({7-[2-(3-hydroxypyrrolidin-1-yl)ethoxy]-6-methoxyquinolin-4-yl}oxy)phenyl]-5-(4-fluorophenyl)-6-oxo-2,3,5,6-tetrahydrofuro[3,2-c]pyridine-7-carboxamide FC=1C=C(C=CC1OC1=CC=NC2=CC(=C(C=C12)OC)OCCN1CC(CC1)O)NC(=O)C1=C2C(=CN(C1=O)C1=CC=C(C=C1)F)CCO2